ClC=1C(=NC(=NC1)N[C@H]1CN(CCC1)C(=O)OC(C)(C)C)C1=CNC2=CC=CC=C12 tert-butyl (3R)-3-[[5-chloro-4-(1H-indol-3-yl)pyrimidin-2-yl]amino]piperidine-1-carboxylate